2-((5-Chloropyridin-3-yl)amino)-6-fluoro-3-phenylquinazolin-4(3H)-one ClC=1C=C(C=NC1)NC1=NC2=CC=C(C=C2C(N1C1=CC=CC=C1)=O)F